Octadecyl-3-(3,5-di-tert-butyl-4-hydroxy-benzyl)benzene tert-butyl-2-formyl-6,7-dihydropyrazolo[1,5-a]pyrazine-5(4H)-carboxylate C(C)(C)(C)OC(=O)N1CC=2N(CC1)N=C(C2)C=O.C(CCCCCCCCCCCCCCCCC)C2=CC(=CC=C2)CC2=CC(=C(C(=C2)C(C)(C)C)O)C(C)(C)C